C1(=CC=CC=C1)C=1N=COC1C1=CC=CC=C1 4,5-diphenyl-oxazol